3,3'-(ethylenedioxy)dipropionitrile C(OCCC#N)COCCC#N